C1(CC1)C=1C(=C2C=CN(C2=C(C1)C)C(=O)OC(C)(C)C)CN1[C@H](CC2(CC(C2)(F)F)CC1)C1=CC=C(C=C1)C1(COC1)O |r| (RS)-tert-butyl 5-cyclopropyl-4-((2,2-difluoro-6-(4-(3-hydroxyoxetan-3-yl)phenyl)-7-azaspiro[3.5]nonan-7-yl)methyl)-7-methyl-1H-indole-1-carboxylate